1-(pyridin-2-yl)cyclobutane-1-carboxylate N1=C(C=CC=C1)C1(CCC1)C(=O)[O-]